FC(OC=1C=C(C=CC1)N1C(C(C2=CC(=CC=C12)C(=O)NC1(CC(C1)(F)F)C)(C)C)=O)F 1-[3-(difluoromethoxy)phenyl]-N-(3,3-difluoro-1-methyl-cyclobutyl)-3,3-dimethyl-2-oxo-indoline-5-carboxamide